benzyl N-(3-cyclopropoxycyclohexyl)-N-methylcarbamate C1(CC1)OC1CC(CCC1)N(C(OCC1=CC=CC=C1)=O)C